C1=CC=C2C(=C1)N=C(S2)SSC3=NC4=CC=CC=C4S3 2,2'-Dibenzothiazolyl disulfide